N-(3-((3-(9H-purin-6-yl)pyridin-2-yl)amino)-4-methylphenyl)-1-(4-fluorophenyl)-5-(methylsulfinyl)-1H-pyrazole-3-carboxamide N1=CN=C2NC=NC2=C1C=1C(=NC=CC1)NC=1C=C(C=CC1C)NC(=O)C1=NN(C(=C1)S(=O)C)C1=CC=C(C=C1)F